C(\C=C\C=C\C)N1CCCCC1 Sorbyl-Piperidine